1-Acetyl-3,5-bis(3,4-dimethoxybenzylidene)piperidin-4-one C(C)(=O)N1CC(C(C(C1)=CC1=CC(=C(C=C1)OC)OC)=O)=CC1=CC(=C(C=C1)OC)OC